CC(C)(CCC(C)(C(C(O[O-])=O)(CCCC)CC)C)C(C(=O)O[O-])(CCCC)CC 2,5-dimethyl-2,5-hexanediylbis(2-ethylperoxyhexanoate)